((3R)-8-(2-chloro-5-fluorophenoxy)-7-(1,1-difluoroethyl)-1-methyl-2-oxo-1,2,3,4-tetrahydroquinolin-3-yl)urea ClC1=C(OC=2C(=CC=C3C[C@H](C(N(C23)C)=O)NC(=O)N)C(C)(F)F)C=C(C=C1)F